6-((1H-pyrrolo[2,3-b]pyridin-5-yl)methyl)-N-(3-(tert-butyl)-1-methyl-1H-pyrazol-5-yl)-4,5,6,7-tetrahydrothieno[2,3-c]pyridine-3-carboxamide N1C=CC=2C1=NC=C(C2)CN2CC1=C(CC2)C(=CS1)C(=O)NC1=CC(=NN1C)C(C)(C)C